C1(CNCCCC1)C1CCCCCC1 3-azabicycloheptyl